((1R,2S,3''S,4R,5'S,6R)-3''-((tert-butyldiphenylsilyl)oxy)dispiro[bicyclo[2.2.1]heptane-2,3'-[1,2,4]trioxolane-5',1''-cyclohexan]-6-yl)methanol [Si](C1=CC=CC=C1)(C1=CC=CC=C1)(C(C)(C)C)O[C@@H]1C[C@@]2(CCC1)O[C@@]1(OO2)[C@H]2[C@@H](C[C@@H](C1)C2)CO